COC1=C(C=CC(=C1)OC)CNC1=NN=C(C2=CC(=CC=C12)C=1C(=CC(=C(C1)B(O)O)C(F)(F)F)OC)C [5-(1-{[(2,4-dimethoxyphenyl)methyl]amino}-4-methylphthalazin-6-yl)-4-methoxy-2-(trifluoromethyl)phenyl]boronic acid